tert-butyl 7-{5-[(tetrahydro-1H-pyrrolizin-7a(5H)-yl)methoxy][1,3]thiazolo[5,4-d]pyrimidin-7-yl}-3-oxa-7,9-diazabicyclo[3.3.1]nonane-9-carboxylate C1CCN2CCCC12COC=1N=C(C2=C(N1)SC=N2)N2CC1COCC(C2)N1C(=O)OC(C)(C)C